tetrabutylammonium fluorid [F-].C(CCC)[N+](CCCC)(CCCC)CCCC